ClC1=CC=C(C=C1)C=1N=C2N(C=CC=C2)C1CN1CC2CCC(C1)N2C(=O)C2=CC(=CC=C2)OC (3-{[2-(4-Chlorophenyl)imidazo[1,2-a]pyridin-3-yl]methyl}-3,8-diazabicyclo[3.2.1]oct-8-yl)-(3-methoxyphenyl)methanon